N(=[N+]=[N-])C(C)(C)C1=CN=C(C2=CN=C(C=C12)Cl)OC1CC(C1)S(=O)(=O)N(C)C 3-((4-(2-azidopropan-2-yl)-6-chloro-2,7-naphthyridin-1-yl)oxy)-N,N-dimethylcyclobutane-1-sulfonamide